ClC1=C(C=C(COC2=CC=C3CCN(CC3=C2)C(=O)OC(C)(C)C)C=C1)F tert-butyl 7-((4-chloro-3-fluorobenzyl) oxy)-3,4-dihydroisoquinoline-2(1H)-carboxylate